3-naphthoate C1=CC(=CC2=CC=CC=C12)C(=O)[O-]